ClC1=C(C=C(C=C1)S(=O)(=O)NC=1C(=NC=C(C1)C)OC=1C=NC(=NC1)NC(C(=C)F)=O)C(F)(F)F N-(5-((3-((4-chloro-3-(trifluoromethyl)phenyl)sulfonamido)-5-methylpyridin-2-yl)oxy)pyrimidin-2-yl)-2-fluoroacrylamide